N1=CN=C(C2=C1NC=C2)C(=O)N2CC1(C2)CC(C1)N(C(=O)NC1=C(C=CC(=C1)C(F)(F)F)Cl)C 1-(2-(7H-pyrrolo[2,3-d]pyrimidine-4-carbonyl)-2-azaspiro[3.3]heptan-6-yl)-3-(2-chloro-5-(trifluoromethyl)phenyl)-1-methylurea